3-(4-(3-(2-(benzyloxy)ethoxy)prop-1-yn-1-yl)-1-oxoisoindolin-2-yl)piperidine-2,6-dione C(C1=CC=CC=C1)OCCOCC#CC1=C2CN(C(C2=CC=C1)=O)C1C(NC(CC1)=O)=O